OC(CCCCCCC(=O)O)CCCCCCCCCCCCCCCCC 8-Hydroxy-pentacosanoic acid